2-(4-aminopiperidin-1-yl)-6-((4-(1,1-dioxido-1,2-thiazin-2-yl)benzyl)thio)-4-ethylpyridine-3,5-dicarbonitrile NC1CCN(CC1)C1=NC(=C(C(=C1C#N)CC)C#N)SCC1=CC=C(C=C1)N1S(C=CC=C1)(=O)=O